C1(=CC=CC=C1)S(=O)(=O)C1=[N+](ON=C1S(=O)(=O)C1=CC=CC=C1)[O-] 3,4-diphenylsulfonyl-1,2,5-oxadiazole-2-oxide